OC=1C=C2CCNC(C2=C(C1O)C)=O 6,7-dihydroxy-8-methyl-3,4-dihydroisoquinolin-1(2H)-one